CC(=O)C.F[B-](F)(F)F fluoroborate-acetone